2-Chloro-4-{[4-methoxy-1-(3-trifluoromethyl-benzenesulfonyl)-2,3-dihydro-1H-indole-6-carbonyl]-amino}-benzoic acid ClC1=C(C(=O)O)C=CC(=C1)NC(=O)C1=CC(=C2CCN(C2=C1)S(=O)(=O)C1=CC(=CC=C1)C(F)(F)F)OC